1-[trans-4-cyanotetrahydro-2H-pyran-3-yl]-3-[(7-fluoro-1-hydroxy-3H-2,1-benzoxaborol-5-yl)amino]pyrazole-4-carboxamide C(#N)[C@H]1[C@@H](COCC1)N1N=C(C(=C1)C(=O)N)NC=1C=C(C2=C(COB2O)C1)F